COC1=C2C=C(N(C2=CC=C1)CCNC1=NC=NC(=C1)C1=CC=C(C=C1)C=1NN=CC1)C [2-(4-Methoxy-2-methyl-indol-1-yl)-ethyl]-{6-[4-(2H-pyrazol-3-yl)-phenyl]-pyrimidin-4-yl}-amin